Cl.C1(CC1)C#CC=1C=C(C=CC1)S(=O)(=O)N1C=C(C=C1C1=C(C=CC=C1)F)CNC (1-((3-(cyclopropylethynyl)phenyl)sulfonyl)-5-(2-fluorophenyl)-1H-pyrrol-3-yl)-N-methylmethanamine hydrochloride